C(=O)(O)CC#C 3-carboxyl-propyne